FC1=C(C=C(C=C1)NC(C1=CC(=CC=C1)C(F)(F)F)=O)B(O)O (2-fluoro-5-(3-(trifluoromethyl)benzamido)phenyl)boronic acid